N-(2,2-dimethyl-1,3-dioxolan-4-ylmethyl)-N-ethynylmethanesulfonamide CC1(OCC(O1)CN(S(=O)(=O)C)C#C)C